NC1=NC=2C=CC(=CC2C2=C1C=NN2C)C(=O)N2CC1=CC=CC=C1CC2C=2C=NC(=CC2)NC (4-amino-1-methyl-1H-pyrazolo[4,3-c]quinolin-8-yl)(3-(6-(methylamino)pyridin-3-yl)-3,4-dihydroisoquinolin-2(1H)-yl)methanone